FC(C(C1=CC(=CC=C1)C(F)(F)F)NC(N)=O)F 3-[2,2-difluoro-1-(3-trifluoromethyl-phenyl)-ethyl]-urea